NCCOCCOCCOCCOCCOCCOCCOC1=CC=C(C(=O)O)C=C1 4-[2-[2-[2-[2-[2-[2-(2-aminoethoxy)ethoxy]ethoxy]ethoxy]ethoxy]ethoxy]ethoxy]benzoic acid